(5-Chloro-2,4-dihydroxyphenyl)(7-(methylamino)-3,4-dihydroisoquinolin-2(1H)-yl)methanone ClC=1C(=CC(=C(C1)C(=O)N1CC2=CC(=CC=C2CC1)NC)O)O